2,4-dimethyl-1-pentanal CC(C=O)CC(C)C